5-[2-(Benzylamino)pyridin-4-yl]-1H-indazol-3-amine C(C1=CC=CC=C1)NC1=NC=CC(=C1)C=1C=C2C(=NNC2=CC1)N